BrC=1C(=CC2=C(N(C=N2)C2=CC=C(C=C2)OC(C)C)C1)OC 6-bromo-5-methoxy-1-[4-(propan-2-yloxy)phenyl]-1H-1,3-benzodiazole